[C-]1(C=CC=C1)C[N+](CC)(C)C.[CH-]1C=CC=C1.[Fe+2] (ferrocenylmethyl)dimethylethylammonium